Cl.C(C)N1CC(C1)C1=CC=C(N=N1)C1=C(C=C(C=C1)C=1C=CC=2N(N1)C=C(N2)C)O 2-(6-(1-ethylazetidin-3-yl)pyridazin-3-yl)-5-(2-methylimidazo[1,2-b]pyridazin-6-yl)phenol hydrochloride